FC(C=1C(=C(C=CC1)[C@@H](C#C)NC1=C(C(=NC(=N1)C)CC(=O)O)C1OCCO1)C)F.C(#N)CC(=O)NNC(C(CCCC)CC)=O N-cyanoacetyl-N'-(2-ethylcaproyl)hydrazine (R)-2-(6-((1-(3-(difluoromethyl)-2-methylphenyl)prop-2-yn-1-yl)amino)-5-(1,3-dioxolan-2-yl)-2-methylpyrimidin-4-yl)acetate